phosphoric acid-2-ethylhexyl ester C(C)C(COP(O)(O)=O)CCCC